3-[4-(Difluoromethoxy)-2-hydroxy-phenyl]-4-methyl-6-(6-methyl-3,3a,4,5,7,7a-hexahydro-2H-pyrrolo[2,3-c]pyridin-1-yl)-1,2,4-triazin-5-one FC(OC1=CC(=C(C=C1)C1=NN=C(C(N1C)=O)N1CCC2C1CN(CC2)C)O)F